Cl.COC(C(C(CP(=O)(C1=CC=CC=C1)C1=CC=CC=C1)N)CCC1=CC=CC=C1)=O 3-amino-4-(diphenylphosphoryl)-2-phenethyl-butyric acid methyl ester hydrochloride